C(C)(C)OC=1C=NC(=NC1)NC1CCN(CC1)S(=O)(=O)C=1C=C(C=CC1)N1CCC(CC1)CN1CCC(CC1)C1=CC=C2C(=NN(C2=C1)C)N1C(NC(CC1)=O)=O 1-(6-(1-((1-(3-((4-((5-isopropoxypyrimidin-2-yl)amino)piperidin-1-yl)sulfonyl)-phenyl)piperidin-4-yl)methyl)piperidin-4-yl)-1-methyl-1H-indazol-3-yl)dihydropyrimidine-2,4(1H,3H)-dione